O1COC=2C1=CC=C(C2C=2C(=CC=C1OCOC12)CO)CO 4,4'-bibenzo[d][1,3]Dioxole-5,5'-dimethanol